O.O.N1=C(C=CC=C1)C1=NC=CC=C1 cis-bipyridine dihydrate